5-amino-N-(4-(3-chloro-4-fluorophenyl)-5-cyclopropylthiazol-2-yl)-3-methylpyridine-2-sulfonamide NC=1C=C(C(=NC1)S(=O)(=O)NC=1SC(=C(N1)C1=CC(=C(C=C1)F)Cl)C1CC1)C